R-(+)-2-methyl-2-propanesulfinamide CC(C)(C)[S@@](=O)N